phenol methylpropionate phosphonate P(O)(O)=O.CC(C(=O)O)C.C1(=CC=CC=C1)O